5-benzoylamino-3-(octahydro-2H-quinolizin-2-yl)-1H-indole C(C1=CC=CC=C1)(=O)NC=1C=C2C(=CNC2=CC1)C1CC2CCCCN2CC1